N1(CCC1)C=1C=CC2=C([Si](C3=C(C=CC(=C3)N3CCC3)C23OC(C2=CC=CC=C32)=O)(C)CCCCl)C1 (5r,10r)-3,7-Di(azetidin-1-yl)-5-(3-chloropropyl)-5-methyl-3'H,5H-spiro[dibenzo[b,e]siline-10,1'-isobenzofuran]-3'-one